ClC1=NC(=C(C(=C1)C1=CC=CC=C1)C#N)C1=CC=CC=C1 2-chloro-4,6-diphenyl-5-cyanopyridine